(4S)-4-hydroxy-1-methyl-D-proline methyl ester COC([C@@H]1N(C[C@H](C1)O)C)=O